ClC1=NC(=CC(=C1)C1C2CCC(CO1)N2C(=O)OC(C)(C)C)C2=NC=NC(=C2)C(NC)=O exo-tert-butyl 2-(2-chloro-6-(6-(methylcarbamoyl)pyrimidin-4-yl)pyridin-4-yl)-3-oxa-8-azabicyclo[3.2.1]octane-8-carboxylate